alpha-hydroxy-n-valeric acid CCCC(C(=O)O)O